2-[6-[4-fluoro-2-(trifluoromethyl)benzyl]-2-azaspiro[3.3]heptane-2-carbonyl]-8-oxa-2,5-diazaspiro[3.5]nonan-6-one FC1=CC(=C(CC2CC3(CN(C3)C(=O)N3CC4(C3)NC(COC4)=O)C2)C=C1)C(F)(F)F